N(=[N+]=[N-])CC1=NN(C=C1C)COCC[Si](C)(C)C 3-(Azidomethyl)-4-methyl-1-((2-(trimethylsilyl)ethoxy)methyl)-1H-pyrazole